C(C1=CC=CC=C1)N1N=C(N=C1)C(=O)N[C@@H]1C(N(C=2N(CC1)N=C(C2)CC2COCC2)C)=O |r| 1-benzyl-N-[rac-(6S)-4-methyl-5-oxo-2-(tetrahydrofuran-3-ylmethyl)-7,8-dihydro-6H-pyrazolo[1,5-a][1,3]diazepin-6-yl]-1,2,4-triazole-3-carboxamide